BrC1=C2C(=C3C=CC(=NC3=C1Cl)OC[C@@H]1C[C@H](CN1C)O)COC2 (3R,5S)-5-[(4-Bromo-5-chloro-1,3-dihydrofuro[3,4-f]quinolin-7-yl)oxymethyl]-1-methyl-pyrrolidin-3-ol